N-(3-aminopropyl)-N1-cyclohexyl-1,4-butanediamine NCCCN(CCCCN)C1CCCCC1